(2R)-1-(2,3-dihydroxypropoxy)-3-(1-methyl-1H-indol-3-yl)-1-oxopropan-2-aminium dihydrogen phosphate P(=O)(O)(O)[O-].OC(COC([C@@H](CC1=CN(C2=CC=CC=C12)C)[NH3+])=O)CO